1-(6-{2-[1-(2-Ethoxy-ethyl)-1H-pyrazol-4-ylamino]-oxazol-5-yl}-pyridin-3-yl)-imidazolidin-2-one C(C)OCCN1N=CC(=C1)NC=1OC(=CN1)C1=CC=C(C=N1)N1C(NCC1)=O